FC1(CCC(CC1)NC1=NC=CC(=N1)C1=C(N=CN1CC(F)(F)F)C1=CC=C(C=C1)F)F N-(4,4-Difluorocyclohexyl)-4-(4-(4-fluorophenyl)-1-(2,2,2-trifluoroethyl)-1H-imidazol-5-yl)pyrimidin-2-amine